(5-amino-2-((6-methylpyridin-2-yl)methyl)-8-(pyrimidin-4-yl)-[1,2,4]triazolo[1,5-c]pyrimidin-7-yl)benzonitrile NC1=NC(=C(C=2N1N=C(N2)CC2=NC(=CC=C2)C)C2=NC=NC=C2)C2=C(C#N)C=CC=C2